F[C@@H](C1=CC2=C(SC(=C2)C(N[C@H]2CCC[C@@H]3N(C2=O)[C@@H](CC3)C(=O)N3CC(C3)C=3C=NC=CC3F)=O)C=C1)P(O)(O)=O ((R)-fluoro(2-(((3S,6S,9aS)-3-(3-(4-fluoropyridin-3-yl)azetidine-1-carbonyl)-5-oxooctahydro-1H-pyrrolo[1,2-a]azepin-6-yl)carbamoyl)benzo[b]thiophen-5-yl)methyl)phosphonic acid